sodium L-ascorbate tert-butyl-N-[[1-[2-[4-chloro-3-(trifluoromethyl)phenyl]-5-[[(1-cyanocyclopropanecarbonyl)amino]methyl]pyrimidin-4-yl]pyrrolidin-3-yl]methyl]carbamate C(C)(C)(C)N(C([O-])=O)CC1CN(CC1)C1=NC(=NC=C1CNC(=O)C1(CC1)C#N)C1=CC(=C(C=C1)Cl)C(F)(F)F.O=C1C(O)=C(O)[C@H](O1)[C@@H](O)CO.[Na+]